butyl 4-((4-(5-bromopyridin-3-yl)piperazin-1-yl)methyl)piperidine-1-carboxylate BrC=1C=C(C=NC1)N1CCN(CC1)CC1CCN(CC1)C(=O)OCCCC